NC1=NC2=C(C=CC=C2C(=N1)C(=O)NCC=1C(N(C=CC1)C)=O)OC 2-amino-8-methoxy-N-[(1-methyl-2-oxo-3-pyridyl)methyl]quinazoline-4-carboxamide